C1(CC1)S(=O)(=O)NC=1SC=C(N1)C(C(=O)NC1=CC=C(C=C1)C1=NC(=CN=C1)OCC(F)(F)F)(C)C 2-(2-(cyclopropanesulfonamido)thiazol-4-yl)-2-methyl-N-(4-(6-(2,2,2-trifluoroethoxy)pyrazin-2-yl)phenyl)propanamide